C(CCCCCCC(C)C)(=O)[O-].[Al+3].C(CCCCCCC(C)C)(=O)[O-].C(CCCCCCC(C)C)(=O)[O-] aluminum isodecanoate